C(C)S(=O)C=1OC2=C(C=CC=C2C(C1)=O)C(C)NC1=C(C(=O)O)C=CC=C1 2-[1-(2-ethylsulfinyl-4-oxo-chromen-8-yl)ethylamino]benzoic acid